N1=C(C=CC=C1)C=CC=1C=CC=2N(C3=CC=C(C=C3C2C1)C=CC1=NC=CC=C1)C1=CC=CC=C1 3,6-bis[2-(2-pyridyl)vinyl]-9-phenylcarbazole